tert-butyl 2-(2-bromo-4-chloro-6-methylbenzyl)-6-(hydroxymethyl)morpholine-4-carboxylate BrC1=C(CC2CN(CC(O2)CO)C(=O)OC(C)(C)C)C(=CC(=C1)Cl)C